N1=C(C=CC=C1)C(=O)NC1=CC=2N(C=C1)N=CC2C2=CC=CC(=N2)C2CN(CCC2)C(=O)OCCCC butyl 3-(6-(5-(picolinamido)pyrazolo[1,5-a]pyridin-3-yl)pyridin-2-yl)piperidine-1-carboxylate